4-(8-(3,3-difluorocyclobutyl)-3,8-diazabicyclo[3.2.1]octan-3-yl)-6-(1-methyl-1H-pyrazol-4-yl)pyrrolo[1,2-b]pyridazine FC1(CC(C1)N1C2CN(CC1CC2)C=2C=1N(N=CC2)C=C(C1)C=1C=NN(C1)C)F